COC1=CC=C2C(=CN(C2=C1)CCN1CCOCC1)C=1SC=C(N1)C1=C(NC2=CC=C(C=C12)OC)C 4-(2-(6-methoxy-3-(4-(5-methoxy-2-methyl-1H-indol-3-yl)thiazol-2-yl)-1H-indol-1-yl)ethyl)morpholine